CC(C)C(CC)=O 2-methyl-3-pentanone